C(CCCCCCCCCCC)C=1NOC2=C(C1)C=CC=C2 dodecyl-benzoxazine